2,6-bis[(diphenylphosphino)methyl]pyridine C1(=CC=CC=C1)P(C1=CC=CC=C1)CC1=NC(=CC=C1)CP(C1=CC=CC=C1)C1=CC=CC=C1